N1=C2C(=CC=C1)C(NC2=O)=O pyridine-2,3-dicarboximide